C1(=CC=CC=C1)/C=C/C1=NC=CC=C1 2-[(1E)-2-phenylethenyl]pyridin